N1=CC=C(C=2CCCCC12)C1CCN(CC1)C(=O)N1C[C@@H]2[C@@H](OCC(N2)=O)CC1 (4aR,8aS)-6-(4-(5,6,7,8-tetrahydroquinolin-4-yl)piperidine-1-carbonyl)hexahydro-2H-pyrido[4,3-b][1,4]oxazin-3(4H)-one